methyl 4-formyl-2-hydroxybenzoate C(=O)C1=CC(=C(C(=O)OC)C=C1)O